2,2',2''-(1,3,5-benzentriyl)tris(1-phenyl-1H-benzimidazole) C1(=CC(=CC(=C1)C1=NC2=C(N1C1=CC=CC=C1)C=CC=C2)C2=NC1=C(N2C2=CC=CC=C2)C=CC=C1)C1=NC2=C(N1C1=CC=CC=C1)C=CC=C2